2-(3,3-Difluoroazetidin-1-yl)-N-(4-(2-(((1r,4r)-4-(dimethylamino)cyclohexyl)amino)-8-isopropyl-7-oxo-7,8-dihydropteridin-6-yl)-2-fluorophenyl)ethane-1-sulfonamide FC1(CN(C1)CCS(=O)(=O)NC1=C(C=C(C=C1)C1=NC=2C=NC(=NC2N(C1=O)C(C)C)NC1CCC(CC1)N(C)C)F)F